17-chloro-4,6,8,10,12,14-hexamethylheptadecyl butyloxymethyl ether C(CCC)OCOCCCC(CC(CC(CC(CC(CC(CCCCl)C)C)C)C)C)C